Hexanedione CCCC(=O)C(=O)C